5-[4-[2-(5-(1-hydroxyethyl)-2-pyridinyl)ethoxy]phenyl]-2,4-thiazolidinedione OC(C)C=1C=CC(=NC1)CCOC1=CC=C(C=C1)C1C(NC(S1)=O)=O